(±)-1-(8-Fluoro-6-(5-fluoro-2-((5-(4-methylpiperazin-1-yl)pyridin-2-yl)amino)pyrimidin-4-yl)quinolin-4-yl)ethanol FC=1C=C(C=C2C(=CC=NC12)[C@@H](C)O)C1=NC(=NC=C1F)NC1=NC=C(C=C1)N1CCN(CC1)C |r|